C(C)OC(C(C1=C2N(C=N1)CCC2)N2N=C1C(=C(C=C(C1=C2)C(F)F)Br)C)=O 2-[6-bromo-4-(difluoromethyl)-7-methyl-indazol-2-yl]-2-(6,7-dihydro-5H-pyrrolo[1,2-c]imidazol-1-yl)acetic acid ethyl ester